(R)-N2-(1-cyclopropylethyl)-N4-(dicyclopropylmethyl)-6-(6-(trifluoromethyl)pyridin-2-yl)-1,3,5-triazine-2,4-diamine C1(CC1)[C@@H](C)NC1=NC(=NC(=N1)NC(C1CC1)C1CC1)C1=NC(=CC=C1)C(F)(F)F